3-oxopiperidin-1-carboxylic acid benzyl ester C(C1=CC=CC=C1)OC(=O)N1CC(CCC1)=O